di-t-butyl trisulfide C(C)(C)(C)SSSC(C)(C)C